C(CCCCCCCCCCCCCCCCC)OC(CCSCCC(=O)OCCCCCCCCCCCCCCCCCC)=O distearylthiodi-propionate